3-(4,4-difluoro-3-methylpiperidin-1-yl)-N-(2-sulfamoylpyridin-4-yl)-5,6,7,8-tetrahydroquinoxaline-2-carboxamide FC1(C(CN(CC1)C=1C(=NC=2CCCCC2N1)C(=O)NC1=CC(=NC=C1)S(N)(=O)=O)C)F